Rac-2-thiocarbonyl-1-(2-((2R,4S)-4-(trifluoromethyl)piperidin-2-yl)benzyl)-1,2,3,5-tetrahydro-4H-pyrrolo[3,2-d]pyrimidin-4-one C(=S)=C1NC(C2=C(N1CC1=C(C=CC=C1)[C@@H]1NCC[C@@H](C1)C(F)(F)F)C=CN2)=O |r|